(2R)-2-[6-(2-Chloropyrimidin-4-yl)-1-oxo-2,3-dihydro-1H-isoindol-2-yl]propionic acid ClC1=NC=CC(=N1)C1=CC=C2CN(C(C2=C1)=O)[C@@H](C(=O)O)C